FC=1C=C(C=C2C(=CC=NC12)C(C)(C)O)C1=CC(=NC=C1F)NC1=NC=C(C=N1)C1CCNCC1 2-(8-fluoro-6-(5-fluoro-2-((5-(piperidin-4-yl)pyrimidin-2-yl)amino)pyridin-4-yl)quinolin-4-yl)propan-2-ol